FC(C1=C(C=CC=C1)C1CCN(CC1)C(=O)C1=NN=C2N1C=C(C=C2)C#N)(F)F 3-(4-(2-(trifluoromethyl)phenyl)piperidine-1-carbonyl)-[1,2,4]triazolo[4,3-a]pyridine-6-carbonitrile